CC1C(CCC(C1C(C)(C)C)C(=O)O)C(=O)O 2-methyl-3-tert-butyl-1,4-cyclohexanedicarboxylic acid